2-(4-chloro-3-fluorophenoxy)-N-{3-[(4-methylbenzene-1-sulfonyl)amino]bicyclo[1.1.1]pent-1-yl}acetamide ClC1=C(C=C(OCC(=O)NC23CC(C2)(C3)NS(=O)(=O)C3=CC=C(C=C3)C)C=C1)F